[C@H]12CNC[C@H](CC1)N2C2=NC(=NC=1CC3(CCC21)CC2=CC=CC1=CC=CC3=C21)OC[C@H]2N(CCC2)C 4'-((1R,5S)-3,8-diazabicyclo[3.2.1]octan-8-yl)-2'-(((S)-1-methylpyrrolidin-2-yl)methoxy)-5',8'-dihydro-2H,6'H-spiro[acenaphthylene-1,7'-quinazoline]